3-(4-bromo-3-fluorophenyl)-1-((2-(trimethylsilyl)ethoxy)methyl)-1H-1,2,4-triazole BrC1=C(C=C(C=C1)C1=NN(C=N1)COCC[Si](C)(C)C)F